C(C)(C)(C)[S@](=O)N1C(CC1)(C)C1CC(N(C1)CC1=CC=C(C=C1)OC)=O 4-(1-((S)-tert-butylsulfinyl)-2-methylazetidin-2-yl)-1-(4-methoxybenzyl)pyrrolidin-2-one